Naphthalat C1(=CC=CC2=CC=CC=C12)C(=O)[O-]